N-(cyclopropyl(pyridin-2-yl)methyl)-1-(3-(4-methoxyphenyl)-1,2,4-oxadiazol-5-yl)piperidine-4-carboxamide C1(CC1)C(NC(=O)C1CCN(CC1)C1=NC(=NO1)C1=CC=C(C=C1)OC)C1=NC=CC=C1